2-phenyl-2-(tritylamino)ethane-1-ol C1(=CC=CC=C1)C(CO)NC(C1=CC=CC=C1)(C1=CC=CC=C1)C1=CC=CC=C1